C(C)(C)N1CC(C1)CNC(OC(C)(C)C)=O tert-butyl ((1-isopropylazetidin-3-yl)methyl)carbamate